C(C1=CC=CC=C1)N1CC=2C=CC(=NC2C(C1)C)Cl 6-benzyl-2-chloro-8-methyl-5,6,7,8-tetrahydro-1,6-naphthyridine